C(=O)NCCCCCC N-formyl-N-hexylamine